2,4-dichloro-6-(1H-imidazol-1-yl)pyrimidine ClC1=NC(=CC(=N1)Cl)N1C=NC=C1